N1N=C(C=C1)CC=1SC2=C(N(C=3C(N(N=CC32)CC=3N=C(SC3)C(=O)N)=O)C)N1 4-((2-((1H-pyrazol-3-yl)methyl)-4-methyl-5-oxo-4H-thiazolo[5',4':4,5]pyrrolo[2,3-d]pyridazin-6(5H)-yl)methyl)thiazole-2-carboxamide